N-(1,1-dimethylsilacyclohexan-4-yl)-2-methyl-4H-pyrrolo[2,3-d]thiazole-5-carboxamide C[Si]1(CCC(CC1)NC(=O)C1=CC2=C(N=C(S2)C)N1)C